(2-(6-methoxypyridin-3-yl)-3-methyl-2,3-dihydrobenzo[b][1,4]dioxin-6-yl)methylamine COC1=CC=C(C=N1)C1C(OC2=C(O1)C=CC(=C2)CN)C